ClC=1C=CC(=C(C1)C1=CC(N(C=C1OC)C(C(=O)NC=1C=C2N=C(C(=NC2=CC1)C)C)CC)=O)N1N=NC(=C1)C(F)(F)F 2-[4-{5-chloro-2-[4-(trifluoromethyl)-1H-1,2,3-triazol-1-yl]phenyl}-5-methoxy-2-oxopyridin-1(2H)-yl]-N-(2,3-dimethylquinoxalin-6-yl)butanamide